C1(CCCCC1)[C@@H](C(=O)N1[C@@H](CN(CC1)C(=O)C=1N(C2=CC(=CC=C2C1)OC)C)C)NC([C@H](C)NC)=O (S)-N-((S)-1-cyclohexyl-2-((R)-4-(6-methoxy-1-methyl-1H-indole-2-carbonyl)-2-methylpiperazin-1-yl)-2-oxo-ethyl)-2-(methylamino)propanamide